ethyl 5-amino-1-(2-fluorobenzyl)-1H-pyrazole-3-carboxylate NC1=CC(=NN1CC1=C(C=CC=C1)F)C(=O)OCC